Cl.N1(C=CN=CC=C1)C=1C=C2C(N(C(C2=CC1)=O)C1C(NC(CC1)=O)=O)=O 5-(1,4-diazepin-1-yl)-2-(2,6-dioxopiperidin-3-yl)isoindole-1,3-dione hydrochloride